(R)-1-((2-(3-bromo-2-methylphenyl)-7-chlorobenzo[d]oxazol-5-yl)methyl)pyrrolidin-3-ol BrC=1C(=C(C=CC1)C=1OC2=C(N1)C=C(C=C2Cl)CN2C[C@@H](CC2)O)C